tert-Butyl-2-(6-chloropyridin-2-yl)-1H-pyrrolo[3,2-b]pyridine-1-carboxylate C(C)(C)(C)OC(=O)N1C(=CC2=NC=CC=C21)C2=NC(=CC=C2)Cl